BrC=1C=C(C=CC1N1CC(NCC1)(C)C)C=1C(=C(C(=O)N)C=CC1)NC1=C(C=CC=C1)Cl (3-bromo-4-(3,3-dimethylpiperazin-1-yl)phenyl)-2-((2-chlorophenyl)amino)benzamide